ClC1=C(C(=C2C=NN(C2=C1)C1OCCCC1)B1OC(C(O1)(C)C)(C)C)C1C(C1)C 6-chloro-5-[2-methylcyclopropyl]-1-tetrahydropyran-2-yl-4-(4,4,5,5-tetramethyl-1,3,2-dioxaborolan-2-yl)indazole